1,6-divinyl-(perfluorohexane) C(=C)C(C(C(C(C(C(C=C)(F)F)(F)F)(F)F)(F)F)(F)F)(F)F